ClC=1C=C2CCN(C2=CC1)C=1C(NC(C1C1=CC=CC=C1)=O)=O 3-(5-chloroindolin-1-yl)-4-phenyl-1H-pyrrole-2,5-dione